(S)-2-(chloromethyl)-1-((oxetan-2-yl) methyl)-1H-benzo[d]imidazole-6-carboxylate ClCC1=NC2=C(N1C[C@H]1OCC1)C=C(C=C2)C(=O)[O-]